C(C)(C)(C)C=1C=C(C=C(C1)C(C)(C)C)N1C2=CC=CC=C2C=2C=CC=CC12 9-[3,5-di-tert-butylphenyl]carbazol